OB1OCC2=C1C(=CC=C2)CNC(=O)C2=CC=1C(=NC=CC1C=1C=NC=C(C1)C1=CC=C(C=C1)N1C(CCC1)=O)N2 N-((1-hydroxy-1,3-dihydrobenzo[c][1,2]oxaborol-7-yl)methyl)-4-(5-(4-(2-oxopyrrolidin-1-yl)phenyl)pyridin-3-yl)-1H-pyrrolo[2,3-b]pyridine-2-carboxamide